CN1C[C@H](CC1)O (3S)-1-Methyl-pyrrolidin-3-ol